BrC=1C(=CSC1)C(=O)NC1=C(C=CC=C1)C1=C(C=C(C=C1)C)OC (4-bromothiophene-3-carboxamido)-2'-methoxy-4'-methyl-[1,1'-biphenyl]